5-((diethoxyphosphoryl)methyl)-6-fluoro-1H-indole-2-carboxylic acid C(C)OP(=O)(OCC)CC=1C=C2C=C(NC2=CC1F)C(=O)O